2-(8-bromo-1-((1r,4r)-4-(cyanomethyl)cyclohexyl)-1,6-dihydroimidazo[4,5-d]pyrrolo[2,3-b]pyridin-2-yl)-N-(2-hydroxy-2-methylpropyl)acetamide BrC1=CNC2=NC=C3C(=C21)N(C(=N3)CC(=O)NCC(C)(C)O)C3CCC(CC3)CC#N